2,3,4,5-tetra-hydro-1,2-oxazepin O1NCCCC=C1